O=CNCC(NCC(NCC(NCCC(=O)O)=O)=O)=O 1,4,7,10-tetraoxo-2,5,8,11-tetraazatetradecane-14-oic acid